(R)-2-methyl-5-(4-(4-(trifluoromethoxy)pyrazolo[1,5-a]pyridin-2-yl)-1,4,6,7-tetrahydro-5H-imidazo[4,5-c]pyridin-5-yl)-1,3,4-oxadiazole CC=1OC(=NN1)N1[C@H](C2=C(CC1)NC=N2)C2=NN1C(C(=CC=C1)OC(F)(F)F)=C2